iodosyl-benzoic acid I(=O)C1=C(C(=O)O)C=CC=C1